3-methyl-4-((7-phenylbenzo[d]isothiazol-3-yl)amino)benzaldehyde CC=1C=C(C=O)C=CC1NC1=NSC2=C1C=CC=C2C2=CC=CC=C2